1-[2-(azetidin-1-yl)-2-oxo-ethyl]-6-[5-(difluoromethyl)-2-thienyl]-3-methyl-imidazo[4,5-b]pyridin-2-one N1(CCC1)C(CN1C(N(C2=NC=C(C=C21)C=2SC(=CC2)C(F)F)C)=O)=O